3-{5-[2',7-dimethyl-6-(1-methyl-1H-pyrazol-4-yl)-1H,2'H-[3,4'-biindazol]-1-yl]pyridin-2-yl}-3-azabicyclo[3.1.0]hexane-6-carboxylic acid CN1N=C2C=CC=C(C2=C1)C1=NN(C2=C(C(=CC=C12)C=1C=NN(C1)C)C)C=1C=CC(=NC1)N1CC2C(C2C1)C(=O)O